2-(4-chlorobenzyl)-5-(chloromethyl)-1,3,4-oxadiazole ClC1=CC=C(CC=2OC(=NN2)CCl)C=C1